FC1=NC=CC=C1NC(=O)C1CNC1 N-(2-fluoropyridin-3-yl)azetidine-3-carboxylic acid amide